COC=1C=C2SC3=NC(=CN3C2=CC1)C(=O)NC=1C=NC(=CC1)OC 10-methoxy-N-(6-methoxypyridin-3-yl)-7-thia-2,5-diazatricyclo[6.4.0.02,6]dodeca-1(12),3,5,8,10-pentaene-4-carboxamide